3-(2,2-diphenyl-2-((tetrahydro-2H-pyran-4-carbonyl)oxy)acetoxy)spiro[bicyclo[3.2.1]octane-8,1'-pyrrolidin]-1'-ium chloride [Cl-].C1(=CC=CC=C1)C(C(=O)OC1CC2CCC(C1)[N+]21CCCC1)(OC(=O)C1CCOCC1)C1=CC=CC=C1